6-bromobenzo[d][1,3]dioxol-4-amine BrC=1C=C(C2=C(OCO2)C1)N